tert-Butyl [4-[(5-nitroisoquinolin-6-yl)amino]phenyl]carbamate [N+](=O)([O-])C1=C2C=CN=CC2=CC=C1NC1=CC=C(C=C1)NC(OC(C)(C)C)=O